C1=NC(=CC2=CC=CC=C12)CC=1C=2N(C=CC1)N=CC2C(=O)NC2CC1(C2)CC(C1)C(=O)O[C@@H](C)C1=CC=CC=C1 cis-(S)-1-phenylethyl 2-[[4-(3-isoquinolylmethyl) pyrazolo[1,5-a]pyridine-3-carbonyl]amino]spiro[3.3]heptane-6-carboxylate